fluorine sulfimide salt [SH2]=N.[F]